tetrahydropyran-2-carboxamide O1C(CCCC1)C(=O)N